C1C=CON1 dihydroisoOxazole